CN1CCC2=C(C=CC=C12)C1CC=2C=NN(C(C2CC1)=O)C1=NC=CC=C1 6-(1-Methylindolin-4-yl)-2-(pyridin-2-yl)-5,6,7,8-tetrahydrophthalazin-1(2H)-one